Ethyl-[1,1'-biphenyl]-2-carboxylic acid methyl ester COC(=O)C=1C(=CC=CC1CC)C1=CC=CC=C1